(E)-3-(3-acetylphenyl)but-2-ene C(C)(=O)C=1C=C(C=CC1)/C(=C/C)/C